Cl.NC\C=C(\CN1N=NC2=C1C=C(C=C2C2=CC(=CC=C2)S(NC2CC2)(=O)=O)C(=O)NC)/F (Z)-1-(4-amino-2-fluoro-but-2-en-1-yl)-4-(3-(N-cyclopropylsulfamoyl)phenyl)-N-methyl-1H-benzo[d][1,2,3]triazole-6-carboxamide hydrochloride